1,4-bistrifluoromethyl-benzene FC(C1=CC=C(C=C1)C(F)(F)F)(F)F